3-bromo-5-methoxy-2,4,6-trinitropyridine BrC=1C(=NC(=C(C1[N+](=O)[O-])OC)[N+](=O)[O-])[N+](=O)[O-]